bromo-6-chloro-1H-pyrrolo[2,3-B]pyridine BrN1C=CC=2C1=NC(=CC2)Cl